C(C)C1=NOC(=N1)C1C(C1)CNC1CCC(CC1)(C#N)C1=CC=CC=C1 4-({[2-(3-Ethyl-1,2,4-oxadiazol-5-yl)cyclopropyl]methyl}amino)-1-phenylcyclohexanecarbonitrile